ClC=1C2=C(C(=NC1)N)C(=NN2C(C)C)C2=NOC(=C2C2=NC=C(C=N2)C2CCNCC2)C2CC2 7-chloro-3-(5-cyclopropyl-4-(5-(piperidin-4-yl)pyrimidin-2-yl)isoxazol-3-yl)-1-isopropyl-1H-pyrazolo[4,3-c]pyridin-4-amine